C(C)(C)(C)OC([C@@H](NC(CCOCCOCCNC(CCS(=O)(=O)C1=C(C(=C(C(=C1F)F)S(N)(=O)=O)F)NC1CCCCCCC1)=O)=O)CC1=CC=C(C=C1)OC(C)(C)C)=O (S)-2-(4-(tert-butoxy)benzyl)-16-((2-(cyclooctylamino)-3,5,6-trifluoro-4-sulfamoylphenyl)sulfonyl)-4,14-dioxo-7,10-dioxa-3,13-diazahexadecanoic acid tert-butyl ester